COC=1C=C(C=2N(C1)N=C(C2)C=2N=C1SC(=NN1C2)OC)OCC=2N=C(SC2C)N2CCOCC2 4-(4-((6-methoxy-2-(2-methoxyimidazo[2,1-b][1,3,4]thiadiazol-6-yl)pyrazolo[1,5-a]pyridin-4-yloxy)methyl)-5-methylthiazol-2-yl)morpholine